2-Amino-4-chloro-6-(trifluoromethyl)pyrimidine NC1=NC(=CC(=N1)Cl)C(F)(F)F